R-N-((3,3-difluoropiperidin-4-yl)methyl)-[1,2,4]triazolo[4,3-a]pyrazin-8-amine TFA salt OC(=O)C(F)(F)F.FC1(CNCC[C@@H]1CNC=1C=2N(C=CN1)C=NN2)F